C(C)(=O)NC1=CC=C(C=C1)S(/C=C/CNC(=O)C=1C(NC=2CCCCC2C1)=O)(=O)=N N-[(2E)-3-[(4-acetamidophenyl)(imino)oxo-λ6-sulfanyl]prop-2-en-1-yl]-2-oxo-1,2,5,6,7,8-hexahydroquinoline-3-carboxamide